NC1C2=CC=CC=C2CC12CCN(CC2)C=2C(=NC(=CN2)C=CC=2C=NC(=NC2)N)CO (3-(1-amino-1,3-dihydrospiro[indene-2,4'-piperidin]-1'-yl)-6-(2-(2-aminopyrimidin-5-yl)vinyl)pyrazin-2-yl)methanol